1-(((tert-butyldiphenylsilyl)oxy)methyl)cyclobutane-1-carboxylic acid [Si](C1=CC=CC=C1)(C1=CC=CC=C1)(C(C)(C)C)OCC1(CCC1)C(=O)O